1-(5-methoxypyridin-2-yl)piperazine COC=1C=CC(=NC1)N1CCNCC1